NC1=NC=NN2C1=C(C(=C2C)C2=CCC1(CCN(CC1)C(C=C)=O)CC2)C2=NC=CC=N2 1-(9-(4-amino-7-methyl-5-(pyrimidin-2-yl)pyrrolo[2,1-f][1,2,4]triazin-6-yl)-3-azaspiro[5.5]undec-8-en-3-yl)prop-2-en-1-one